2-(3-(cyclopropylmethyl)-5-(3-(3,5-dimethylisoxazol-4-yl)-4-fluorophenyl)-4-(3-fluoro-4-sulfamoylbenzyl)-1H-pyrazol-1-yl)thiazole-4-carboxylic acid C1(CC1)CC1=NN(C(=C1CC1=CC(=C(C=C1)S(N)(=O)=O)F)C1=CC(=C(C=C1)F)C=1C(=NOC1C)C)C=1SC=C(N1)C(=O)O